[4-(1-tert-butyl-1,2,4-triazol-3-yl)-3-methoxy-phenyl]-[4-(5-chlorooxazolo[4,5-b]pyridin-2-yl)piperazin-1-yl]methanone C(C)(C)(C)N1N=C(N=C1)C1=C(C=C(C=C1)C(=O)N1CCN(CC1)C=1OC=2C(=NC(=CC2)Cl)N1)OC